3-[4-(Cyclopropylsulfonylamino)phenyl]-2-(1H-tetrazol-5-yl)pyrrole-1-sulfonamide C1(CC1)S(=O)(=O)NC1=CC=C(C=C1)C1=C(N(C=C1)S(=O)(=O)N)C1=NN=NN1